3-((S)-1-(Benzyloxy)ethyl)-5-(8-methyl-5,6,7,8-tetrahydroimidazo[1,5-a]pyrazin-3-yl)-1,2,4-thiadiazole C(C1=CC=CC=C1)O[C@@H](C)C1=NSC(=N1)C1=NC=C2N1CCNC2C